(S)-2-(((3-butyl-3-ethyl-7-(methylthio)-1,1-dioxido-5-phenyl-2,3,4,5-tetrahydro-1,5-benzothiazepin-8-yl)methyl)thio)acetic acid C(CCC)[C@@]1(CS(C2=C(N(C1)C1=CC=CC=C1)C=C(C(=C2)CSCC(=O)O)SC)(=O)=O)CC